[2-(5-bromo-2-methoxy-4-nitro-phenyl)-3-(tert-butoxycarbonylamino)-2-methyl-propyl] methanesulfonate CS(=O)(=O)OCC(CNC(=O)OC(C)(C)C)(C)C1=C(C=C(C(=C1)Br)[N+](=O)[O-])OC